O1CCN(CC1)CCNC1=C(C=CC=C1)[N+](=O)[O-] N-(2-morpholinoethyl)-2-nitroaniline